cyclopropan-1-amide C1(CC1)C(=O)N